pyrazole bromate Br(=O)(=O)O.N1N=CC=C1